N-[6-(4,4-difluoropiperidin-1-yl)pyridin-2-yl]-5-((2-hydroxyethyl)sulfonylamino)-3-{spiro[2.5]oct-5-en-6-yl}pyridine-2-carboxamide FC1(CCN(CC1)C1=CC=CC(=N1)NC(=O)C1=NC=C(C=C1C1=CCC2(CC2)CC1)NS(=O)(=O)CCO)F